Methyl 3-[[(3R,4S)-4-(methylcarbamoyl)tetrahydrofuran-3-yl]amino]-4-nitrobenzoate CNC(=O)[C@H]1[C@H](COC1)NC=1C=C(C(=O)OC)C=CC1[N+](=O)[O-]